[Cl-].C[N+](CCC[Si](OC)(OC)OC)(CCCCCCCCCCCCCCCCCC)C dimethyloctadecyl(3-(trimethoxysilyl)propyl)ammonium chloride